1-{3-fluoro-4-[4-({[3-(trifluoromethoxy)phenyl]methyl}-carbamoyl)-1H-1,2,3-triazol-1-yl]butyl}-N-{[5-(trifluoromethyl)pyridin-3-yl]methyl}-1H-1,2,3-triazole-4-carboxamide FC(CCN1N=NC(=C1)C(=O)NCC=1C=NC=C(C1)C(F)(F)F)CN1N=NC(=C1)C(NCC1=CC(=CC=C1)OC(F)(F)F)=O